S1C(=CC=C1)/C=C/C1=NC2=CC=CC=C2C=C1 (E)-2-(thiophenyl-vinyl)-quinoline